C([C@@H]([C@H]([C@H](C(=O)CO)O)O)O)OP(=O)(O)O The molecule is the open chain form of L-tagatose 6-phosphate It is a conjugate acid of a keto-L-tagatose 6-phosphate(2-). It is an enantiomer of a keto-D-tagatose 6-phosphate.